3-nitrophthalic dihydrazide [N+](=O)([O-])C1=C(C(C(=O)NN)=CC=C1)C(=O)NN